N-(2-oxo-2-((2'-oxo-1,1',2',3-tetrahydrospiro[indene-2,3'-pyrrolo[2,3-b]pyridin]-5-yl)amino)ethyl)-2,8-diazaspiro[4.5]decane-2-carboxamide O=C(CNC(=O)N1CC2(CC1)CCNCC2)NC=2C=C1CC3(C(NC4=NC=CC=C43)=O)CC1=CC2